FC(C(=O)O)(F)F.CN1CCN(CC1)C=1C=C(C=NC1)C1=CC(=NC=C1)C=1NC(=CN1)C1=CC=CC=C1 5-(4-Methylpiperazin-1-yl)-2'-(5-phenyl-1H-imidazol-2-yl)-3,4'-bipyridine trifluoroacetate salt